4-bromo-3-(methylsulfonyl)pyridine BrC1=C(C=NC=C1)S(=O)(=O)C